OCCCOC1=CC=C(C=C1)C1(C2=CC=CC=C2C=2C=CC=CC12)C1=CC=C(C=C1)OCCCO 9,9-bis(4-(3-hydroxypropoxy)phenyl)fluorene